(2-((tert-butoxycarbonyl)amino)-7-fluorobenzo[d]thiazol-4-yl)Boric acid C(C)(C)(C)OC(=O)NC=1SC2=C(N1)C(=CC=C2F)OB(O)O